2H-1,4-Benzoxazin-3(4H)-one O1CC(NC2=C1C=CC=C2)=O